4-Nitrobenzaldehyde benzoyl hydrazone C(C1=CC=CC=C1)(=O)NN=CC1=CC=C(C=C1)[N+](=O)[O-]